Cl.N1(CCCCC1)C=O (1-piperidin-1-yl)methanone hydrochloride